(E)-1H-indazole-3-carboxylate N1N=C(C2=CC=CC=C12)C(=O)[O-]